C(CCC)C1N(S(C2=C(N(C1)C1=CC=CC=C1)C=C(C(=C2)O)SC)(=O)=O)C 3-butyl-8-hydroxy-2-methyl-7-(methylthio)-5-phenyl-2,3,4,5-tetrahydro-1,2,5-benzothiadiazepine 1,1-dioxide